(S)-4-(tert-butylamino)-2-(tetrahydro-2H-pyran-3-ylamino)pyrimidine-5-carboxamide C(C)(C)(C)NC1=NC(=NC=C1C(=O)N)N[C@@H]1COCCC1